COC1=CC=C(CN(C2=NC(=CC3=CC(=NC=C23)N)C2=CN=NN2C)CC2=CC=C(C=C2)OC)C=C1 N1,N1-bis(4-methoxybenzyl)-3-(1-methyl-1H-1,2,3-triazol-5-yl)-2,7-naphthyridine-1,6-diamine